C(C1=CN=CC=C1)(=O)NC(C(=O)N)CCC(C(=O)N)=O 2-(nicotinamido)-5-oxohexanediamide